potassium phosphate chloride [Cl-].P(=O)(O)(O)O.[K+]